(RS)-4-Chloro-N-(4-piperidin-3-yl-phenyl)-benzamide ClC1=CC=C(C(=O)NC2=CC=C(C=C2)[C@@H]2CNCCC2)C=C1 |r|